5-(2,2-difluorocyclopropyl)-N-((6-((3R,5S)-3,5-dimethylpiperazin-1-yl)pyridin-2-yl)methyl)-7H-pyrrolo[2,3-d]pyrimidin-4-amine FC1(C(C1)C1=CNC=2N=CN=C(C21)NCC2=NC(=CC=C2)N2C[C@H](N[C@H](C2)C)C)F